(Z)-3-(3-(3-chlorophenyl)-1H-1,2,4-triazol-1-yl)-N-isopropyl-N-methylacrylamide ClC=1C=C(C=CC1)C1=NN(C=N1)\C=C/C(=O)N(C)C(C)C